5-(PIPERIDIN-2-YL)PYRIDIN-3-YLBORONIC ACID N1C(CCCC1)C=1C=C(C=NC1)B(O)O